OCCN1CCN(CC1)CCCS(=O)(=O)O 3-[4-(2-hydroxyethyl)-1-piperazinyl]propanesulphonic acid